FC(C1=NNC2=NC=C(C=C21)OC2=CC=C(C=C2)N2C(N(CC2=O)C=2C=NC=C(C2)C(F)(F)F)=O)(F)F 3-(4-{[3-(trifluoromethyl)-1H-pyrazolo[3,4-b]pyridin-5-yl]oxy}phenyl)-1-[5-(trifluoromethyl)-3-pyridinyl]-2,4-imidazolidinedione